tert-butyl (4-(methoxy(methyl)carbamoyl)cyclohexyl)carbamate CON(C(=O)C1CCC(CC1)NC(OC(C)(C)C)=O)C